sodium N-hydroxysulfosuccinimide salt ON1C(C(CC1=O)S(=O)(=O)[O-])=O.[Na+]